5-acetyl-1-(2,3,5,6-tetrafluorophenyl)indol-2-one C(C)(=O)C=1C=C2CC(N(C2=CC1)C1=C(C(=CC(=C1F)F)F)F)=O